N-((3S,10R,13S)-10,13-dimethyl-17-(pyrimidin-5-yl)-2,3,4,7,8,9,10,11,12,13,14,15-dodecahydro-1H-cyclopenta[a]phenanthren-3-yl)pyrazine-4-carboxamide C[C@]12C3CC[C@@]4(C(=CCC4C3CC=C2C[C@H](CC1)NC(=O)N1CC=NC=C1)C=1C=NC=NC1)C